zinc alaninate N[C@@H](C)C(=O)[O-].[Zn+2].N[C@@H](C)C(=O)[O-]